CN1C[C@@]2(CC[C@@H]([C@@]34[C@@H]2[C@H]([C@@H](C31)[C@@]5([C@@H]6[C@H]4C[C@@]([C@@H]6O)([C@H]([C@@H]5O)OC)O)O)OC)OC)COC The molecule is a diterpene alkaloid with formula C24H39NO8, originally isolated from Aconitum carmichaeli. It has a role as a plant metabolite, a human urinary metabolite and a xenobiotic. It is a bridged compound, a diterpene alkaloid, an organic heteropolycyclic compound, a polyether, a secondary alcohol, a tertiary alcohol, a tetrol and a tertiary amino compound. It derives from a hydride of an aconitane.